O1CCN(CC1)C(C)C1=CC=C(COC2=C3CN(C(C3=CC=C2)=O)C2C(NC(CC2)=O)=O)C=C1 3-(4-((4-(1-morpholinoethyl)benzyl)oxy)-1-oxoisoindolin-2-yl)piperidine-2,6-dione